CC=1N=C2N(C=C(N=C2C)C=2SC3=C(N2)SC(=C3)C3CCN(CC3)C(=O)OC(C)(C)C)C1 tert-butyl 4-(2-{2,8-dimethylimidazo[1,2-a]pyrazin-6-yl}thieno[2,3-d][1,3]thiazol-5-yl)piperidine-1-carboxylate